N-(4-(6-isopropyl-5-(7-methyl-[1,2,4]triazolo[1,5-a]pyridin-6-yl)-4H-pyrrolo[3,2-d]thiazol-2-yl)cyclohexyl)-3-methyloxetan-3-amine C(C)(C)C1=C(NC2=C1N=C(S2)C2CCC(CC2)NC2(COC2)C)C=2C(=CC=1N(C2)N=CN1)C